OC[C@@]1(C(C2CCN1CC2)=O)COC (1R,3S,4S,6S)-6-(hydroxymethyl)-6-(methoxymethyl)-5-oxoquinuclidine